Methacrylic acid-acrylamide C(C=C)(=O)N.C(C(=C)C)(=O)O